(2R,3S,4E)-2-azido-4-icosene-1,3-diol N(=[N+]=[N-])[C@H](CO)[C@H](\C=C\CCCCCCCCCCCCCCC)O